2-[[5-ethyl-3-methyl-4-(4,4,5,5-tetramethyl-1,3,2-dioxaborolan-2-yl)pyrazol-1-yl]methoxy]ethyl-trimethyl-silane C(C)C1=C(C(=NN1COCC[Si](C)(C)C)C)B1OC(C(O1)(C)C)(C)C